2-(2-cyclopropyl-6-(trifluoromethyl)pyridin-4-yl)-1H-1,2,4-triazole C1(CC1)C1=NC(=CC(=C1)N1NC=NC1)C(F)(F)F